N-[5-(1-isopropylpyrazol-4-yl)-1H-indol-3-yl]-1-[4-(trifluoromethyl)phenyl]imidazole-4-carboxamide C(C)(C)N1N=CC(=C1)C=1C=C2C(=CNC2=CC1)NC(=O)C=1N=CN(C1)C1=CC=C(C=C1)C(F)(F)F